1-((3-(5-(3,5-difluorophenyl)-4,5-dihydro-1H-pyrazole-1-carbonyl)bicyclo[1.1.1]-pentan-1-yl)methyl)-1H-indazole-4-carbonitrile FC=1C=C(C=C(C1)F)C1CC=NN1C(=O)C12CC(C1)(C2)CN2N=CC=1C(=CC=CC21)C#N